ClC=1C(=NC=C(C1)C(F)(F)F)C(=O)NC(NC1=C(C=C(C=C1F)F)C(NCC)=O)=S 3-chloro-N-((2-(ethylcarbamoyl)-4,6-difluorophenyl)thiocarbamoyl)-5-(trifluoromethyl)picolinamide